(1s,3s)-3-((7-(5-Methyl-1,2,4-oxadiazol-3-yl)isoquinolin-1-yl)amino)-N-(7-propoxybenzo[d]thiazol-2-yl)cyclobutane-1-carboxamide CC1=NC(=NO1)C1=CC=C2C=CN=C(C2=C1)NC1CC(C1)C(=O)NC=1SC2=C(N1)C=CC=C2OCCC